ClC=1C=C(C(=O)N[C@@H](C)C2=NC=NN2C2=CC=C(C=N2)NC(=O)N2CCOCC2)C=C(C1)C(F)(F)F N-[6-(5-{(1S)-1-[3-chloro-5-(trifluoromethyl)benzamido]ethyl}-1H-1,2,4-triazol-1-yl)pyridin-3-yl]morpholine-4-carboxamide